7-[5-BROMO-4-(CYCLOPROPOXY)-2-PYRAZOL-1-YL-PHENYL]-N-[(2,4-DIMETHOXYPHENYL)METHYL]CINNOLIN-4-AMINE BrC=1C(=CC(=C(C1)C1=CC=C2C(=CN=NC2=C1)NCC1=C(C=C(C=C1)OC)OC)N1N=CC=C1)OC1CC1